[3-(1,3-dioxolan-2-yl)-2-[(4-methoxyphenyl)methoxy]phenyl]methanol O1C(OCC1)C=1C(=C(C=CC1)CO)OCC1=CC=C(C=C1)OC